CC([C@@H](C(=O)N1[C@@H](C[C@H](C1)O)C(=O)NC)N1N=NC(=C1)C1=NC(=CC=C1)C(F)(F)F)(C)C (2S,4R)-1-[(2S)-3,3-dimethyl-2-[4-[6-(trifluoromethyl)-2-pyridyl]triazol-1-yl]butanoyl]-4-hydroxy-N-methyl-pyrrolidine-2-carboxamide